3-[(5-chloropyrazin-2-yl) (methyl) amino]-2-fluoro-8-azabicyclo[3.2.1]octane-8-carboxylate ClC=1N=CC(=NC1)N(C1C(C2CCC(C1)N2C(=O)[O-])F)C